C(CCCCCCC\C=C/CCCCCCCC)(=O)[O-].C(CCCCCCC\C=C/CCCCCCCC)(=O)[O-].C(CCCCCCCCCCC)[Sn+2]CCCCCCCCCCCC didodecyltin dioleate